C(C)(=O)C1=C(C=C(C=C1)Cl)C=1C(=NN(C(C1)=O)[C@H](C(=O)NC1=CC=C(C(=O)O)C=C1)CC1=CC=CC=C1)O (S)-4-(2-(4-(2-acetyl-5-chlorophenyl)-3-hydroxy-6-oxopyridazin-1(6H)-yl)-3-phenylpropanamido)benzoic acid